17a,21-dihydroxy-16a-methyl-pregna-1,4-diene O[C@]1(CCO)[C@@H](C[C@H]2[C@@H]3CCC4=CCC=C[C@]4(C)[C@H]3CC[C@]12C)C